C1(=NN=CC2=CC=CC=C12)N1N=C(N=C1N)NC1=CC=C(C=C1)OCCN1CCCC1 1-(phthalazin-1-yl)-N3-(4-(2-(pyrrolidin-1-yl)ethoxy)phenyl)-1H-1,2,4-triazole-3,5-diamine